3-(METHYLTHIO)PROPYL ACETATE C(C)(=O)OCCCSC